5-carboxybenzothiazole C(=O)(O)C=1C=CC2=C(N=CS2)C1